methyl 2-((tert-butoxycarbonyl) amino)-3-(4-chloro-5-fluoro-1H-indol-7-yl)butanoate C(C)(C)(C)OC(=O)NC(C(=O)OC)C(C)C=1C=C(C(=C2C=CNC12)Cl)F